BrC1=C(C=CC=C1)CBr 1-bromo-2-(bromomethyl)benzene